C1(CC1)C=1N=CN(C1)C1CC2(CN(C2)C(=O)N2CC(C2)OCC2=CC(=C(C=C2)C)C(F)(F)F)C1 [6-(4-cyclopropylimidazol-1-yl)-2-azaspiro[3.3]heptan-2-yl]-[3-[[4-methyl-3-(trifluoromethyl)phenyl]methoxy]azetidin-1-yl]methanone